[Cl-].[Cl-].C[SiH](C)[Hf+2](C1C(=C(C(=C1C)C)C)C)C1C(=CC2=CC=CC=C12)C1=CC=CC=C1 dimethylsilyl-(2-phenyl-1H-inden-1-yl)(2,3,4,5-tetramethylcyclopenta-2,4-dienyl)hafnium dichloride